(2,4-dihydroxyphenyl) (3,4,5-trihydroxyphenyl) ketone OC=1C=C(C=C(C1O)O)C(=O)C1=C(C=C(C=C1)O)O